1,3-bis[(3,4-dicarboxy)benzoyl]benzene 2-(dimethylamino)ethyl-3-ethoxypropanoate CN(CCOC(CCOCC)=O)C.C(=O)(O)C=1C=C(C(=O)C2=CC(=CC=C2)C(C2=CC(=C(C=C2)C(=O)O)C(=O)O)=O)C=CC1C(=O)O